6-[2-(difluoromethoxy)ethoxy]-5-fluoro-2-methoxy-pyridin-3-amine FC(OCCOC1=C(C=C(C(=N1)OC)N)F)F